5-(dimethylphosphoryl)-N-(2-methoxyethyl)benzamide CP(=O)(C)C=1C=CC=C(C(=O)NCCOC)C1